5-(8-methoxy-[1,2,4]triazolo[1,5-a]pyridin-6-yl)-2-(1,4-dioxaspiro[4.5]dec-8-yl)-6-vinyl-4H-pyrrolo[3,2-d]thiazole-4-carboxylic acid tert-butyl ester C(C)(C)(C)OC(=O)N1C(=C(C=2N=C(SC21)C2CCC1(OCCO1)CC2)C=C)C=2C=C(C=1N(C2)N=CN1)OC